FC(CCC([2H])([2H])N1C(SC(=C1C)C)=NC(=O)C1C(C1(C)C)(C)C)([2H])[2H] N-(3-(4-fluorobutyl-1,1,4,4-d4)-4,5-dimethylthiazol-2(3H)-ylidene)-2,2,3,3-tetramethylcyclopropane-1-carboxamide